ClC1=CC(=C(C=C1)C1=NC(=NC2=C1N=C(N(C2=O)C)C)N2CC(OCC2)C=2N=CN(C2)C)F 8-(4-chloro-2-fluorophenyl)-2,3-dimethyl-6-(2-(1-methyl-1H-imidazol-4-yl)morpholino)pyrimido[5,4-d]pyrimidin-4(3H)-one